2-[(2R)-2-hydroxymethyl-1-pyrrolidinyl]-5-pyrimidinecarboxylic acid ethyl ester C(C)OC(=O)C=1C=NC(=NC1)N1[C@H](CCC1)CO